NCCNC1=C(C(OC(=C1)C(=O)NC=1SC(=NN1)N1N=CC=C1C)=O)OC 4-((2-aminoethyl)amino)-3-methoxy-N-(5-(5-methyl-1H-pyrazol-1-yl)-1,3,4-thiadiazol-2-yl)-2-oxo-2H-pyran-6-carboxamide